8-fluoro-2-(4-fluorophenyl)-4-methyl-1H,2H,3H-pyrrolo[3,4-c]quinoline-1,3-dione FC1=CC=2C3=C(C(=NC2C=C1)C)C(N(C3=O)C3=CC=C(C=C3)F)=O